FC1=C(C=CC=C1F)[C@@H]([C@H]1[C@@H]2N(C(C=3N1N=CC(C3O)=O)=O)CCC2)C2=C(C=CC=C2)F (9aR,10S)-10-((S)-(2,3-Difluorophenyl)(2-fluorophenyl)methyl)-4-hydroxy-8,9,9a,10-tetrahydro-7H-pyrrolo[1',2':4,5]pyrazino[1,2-b]pyridazin-3,5-dion